(2R,4R)-4-((6-chloro-3-fluoro-4-(1-hydroxy-2-methylpropyl) pyridin-2-yl) methyl)-2-methylpiperidine-1,4-dicarboxylate ClC1=CC(=C(C(=N1)C[C@@]1(C[C@H](N(CC1)C(=O)[O-])C)C(=O)[O-])F)C(C(C)C)O